[15NH2][C@@H](CC([15NH2])=O)C(=O)O asparagine-15N2